N-((2R,3R,4R,5S,6S)-6-((7H-purin-6-yl)amino)-4,5-dihydroxy-2-(hydroxymethyl)tetrahydro-2H-pyran-3-yl)-2-amino-2-methylpropanamide N1=CN=C2N=CNC2=C1N[C@@H]1[C@H]([C@@H]([C@H]([C@@H](O1)CO)NC(C(C)(C)N)=O)O)O